2-Hydrazinylbenzo[d]thiazole N(N)C=1SC2=C(N1)C=CC=C2